Cl.C(C)N(CC)CC ethyldiethylamine hydrochloride